C(C)OCC1(CN(CC1)CC=1C=CC(=NC1)C)CCC=1SC=C(C1)C 5-((3-(ethoxymethyl)-3-(2-(4-methylthiophen-2-yl)ethyl)pyrrolidin-1-yl)methyl)-2-methylpyridine